2-((S)-1,2-dihydroxypropan-2-yl)-N'-((3-oxo-1,2,3,5,6,7-hexahydro-s-indacen-4-yl)carbamoyl)thiazole-5-sulfonimidamide OC[C@](C)(O)C=1SC(=CN1)S(=O)(N)=NC(NC1=C2C(CCC2=CC=2CCCC12)=O)=O